C1(CC1)N1C=C(C(C(=C1)C1=CC=C(C=C1)F)=O)C(=O)NC=1C=NC(=C(C1)F)OC1=CC=NC2=CC(=C(C=C12)OC)OC 1-Cyclopropyl-N-[6-(6,7-dimethoxyquinolin-4-yl)oxy-5-fluoropyridin-3-yl]-5-(4-fluorophenyl)-4-oxopyridine-3-carboxamide